methyl 3-trifluoromethyl-5-hydroxyoxybenzoate FC(C=1C=C(C(=O)OC)C=C(C1)OO)(F)F